1,3,3,5-pentanetetracarboxylic acid C(CC(CCC(=O)O)(C(=O)O)C(=O)O)C(=O)O